C(CC)O[Zr](C(CC(=O)COCC)=O)(C(CC(=O)COCC)=O)OCCC Di-n-propoxybis(ethoxyacetoacetyl)zirconium